C1(CCC1)C(=O)OO hydroxy cyclobutane-1-carboxylate